5-cyclopropyl-3-[[1-(2,2-difluoroethyl)-3-methyl-pyrazol-4-yl]amino]-6-(3-methylimidazo[4,5-c]pyridin-7-yl)pyrazine-2-carboxamide C1(CC1)C=1N=C(C(=NC1C=1C2=C(C=NC1)N(C=N2)C)C(=O)N)NC=2C(=NN(C2)CC(F)F)C